(3S)-7-[(3-bromo-2,4-difluorophenyl) sulfamoyl]-5-chloro-2,3-dihydro-1-benzofuran-3-yl acetate C(C)(=O)O[C@@H]1COC2=C1C=C(C=C2S(NC2=C(C(=C(C=C2)F)Br)F)(=O)=O)Cl